2-fluoro-N-(8-(methylamino)-5-phenyl-2,7-naphthyridin-3-yl)cyclopropane-1-carboxamide FC1C(C1)C(=O)NC=1N=CC2=C(N=CC(=C2C1)C1=CC=CC=C1)NC